N-ethyl-N-(piperidin-4-ylmethyl)ethylamine C(C)N(CC1CCNCC1)CC